C(CC)C=C=C propyl-propadiene